FC=1C(=NC=CC1)C(C)C=1C=C2C(=CC=NC2=CC1)C(=O)O 6-(1-(3-fluoropyridin-2-yl)ethyl)quinoline-4-carboxylic acid